N-(2-ethylaminophenyl)-N'-(4-chlorophenyl)-1,2-ethylenediamine C(C)NC1=C(C=CC=C1)NCCNC1=CC=C(C=C1)Cl